CC1=C(C=C(C=C1)N1CC2CCC(C1)N2C(=O)OC(C)(C)C)C(NC2(CC2)C2=C1C=CC=NC1=CC(=C2)C2=CN=C(O2)C)=O tert-Butyl 3-(4-methyl-3-((1-(7-(2-methyloxazol-5-yl)quinolin-5-yl)cyclopropyl)carbamoyl)phenyl)-3,8-diazabicyclo[3.2.1]octane-8-carboxylate